2-((dibutylamino)-2-oxoethyl)-2-(4-methoxyphenyl)pyrrolidine-3-carboxylate C(CCC)N(CCCC)C(CC1(NCCC1C(=O)[O-])C1=CC=C(C=C1)OC)=O